1-cyclopropyl-N-((5-(trifluoromethyl)pyridin-2-yl)methyl)methylamine C1(CC1)CNCC1=NC=C(C=C1)C(F)(F)F